N-[[5-[5-(difluoromethyl)-1,3,4-oxadiazol-2-yl]thiazol-2-yl]methyl]-N-[5-(1-hydroxyl-methyl-ethyl)-2-pyridyl]ethanesulfonamide FC(C1=NN=C(O1)C1=CN=C(S1)CN(S(=O)(=O)CC)C1=NC=C(C=C1)C(C)(O)C)F